methyl 3-(2-(3-bromo-5-fluoro-4-methylphenyl)oxazol-5-yl)azetidine-1-carboxylate BrC=1C=C(C=C(C1C)F)C=1OC(=CN1)C1CN(C1)C(=O)OC